IC=1N=CC(=NC1COCC(F)(F)F)N1CCC(CC1)C(=O)OCC ethyl 1-(5-iodo-6-((2,2,2-trifluoroethoxy)methyl)pyrazin-2-yl)piperidine-4-carboxylate